C(C)(C)(C)C=1NC(=C(N1)C1=CC=C2C(=N1)N(C(=N2)N)CC(C)(C)C)C2=CC=C(C=C2)F 5-[2-tert-butyl-5-(4-fluoro-phenyl)-1H-imidazol-4-yl]-3-(2,2-dimethyl-propyl)-3H-imidazo[4,5-b]pyridin-2-ylamine